(1s,3s)-3-(6-bromo-3,3-dimethyl-2-oxo-2,3-dihydro-1H-pyrrolo[3,2-b]pyridin-1-yl)-1-(1,4-oxaazepan-4-yl)cyclobutane-1-carbonitrile BrC=1C=C2C(=NC1)C(C(N2C2CC(C2)(C#N)N2CCOCCC2)=O)(C)C